1-(4-(2-(2-(1-(2-((2-(4-(2-(2-(4-hydroxyphenyl)acetoxy)ethyl)piperidin-1-yl)ethyl)disulfaneyl)ethyl)piperidin-4-yl)ethoxy)-2-oxoethyl)phenyl) 9-nonyl nonanedioate C(CCCCCCCC(=O)OCCCCCCCCC)(=O)OC1=CC=C(C=C1)CC(=O)OCCC1CCN(CC1)CCSSCCN1CCC(CC1)CCOC(CC1=CC=C(C=C1)O)=O